OCC(COCC(OC1OCCCC1)C=1C=C(C=CC1)/C=C/C(=O)OCC)(C)C Ethyl (E)-3-(3-(2-(3-hydroxy-2,2-dimethylpropoxy)-1-((tetrahydro-2H-pyran-2-yl)oxy)ethyl)phenyl)acrylate